(3aR,6R,6aR)-6-(hydroxymethyl)-2,2-dimethyltetrahydro-4H-cyclopenta[d][1,3]dioxol-4-one OC[C@H]1CC([C@H]2[C@@H]1OC(O2)(C)C)=O